tri(n-hexyl) cyclohexane-1,2,4-tripropionate C1(C(CC(CC1)CCC(=O)OCCCCCC)CCC(=O)OCCCCCC)CCC(=O)OCCCCCC